C[Si](CCOCNC(C=C)=O)(C)C N-(2-trimethylsilylethoxymethyl)prop-2-enamide